FC1=CC=C(C=C1)C1OCCN(C1)S(=O)(=O)NC(OC(C)(C)C)=O tert-butyl ((2-(4-fluorophenyl)morpholino)sulfonyl)carbamate